(R*)-3-(5-(6-amino-2-fluoropyridin-3-yl)-1H-imidazol-2-yl)-8-chloro-7-fluoro-2,3-dihydrobenzo[5,6]pyrido[4',3':7,8]azocino[4,3-g]indolizine-5,16(1H,15H)-dione NC1=CC=C(C(=N1)F)C1=CN=C(N1)[C@H]1CCC2=C3C(=CC(N12)=O)C1=C(C2=C(NC3=O)C=NC=C2)C=CC(=C1F)Cl |o1:13|